5-(methylsulfonyl)-3H-[1,2,3]triazolo[4,5-d]pyrimidin-7-amine CS(=O)(=O)C=1N=C(C2=C(N1)NN=N2)N